C(C)(C)(C)C(CC(=O)[O-])C1=CC=CC(=C1)C(C)(C)C 3,5-di-tert-butyl-3-phenylpropionate